1-{6-[4-(piperazin-1-ylmethyl)piperidin-1-yl]pyridin-3-yl}-1,3-diazinane-2,4-dione N1(CCNCC1)CC1CCN(CC1)C1=CC=C(C=N1)N1C(NC(CC1)=O)=O